2-OXO-2-(PIPERIDIN-1-YL)ACETALDEHYDE O=C(C=O)N1CCCCC1